2-(4-(4-bromophenyl)tetrahydro-2H-pyran-4-yl)thiazole-4-carboxylic acid ethyl ester C(C)OC(=O)C=1N=C(SC1)C1(CCOCC1)C1=CC=C(C=C1)Br